CC1=CC=CC2=C(C3=C(C=CC=C3C(=C12)C(=O)OCCCCCC)C)C(=O)OCCCCCC 1,5-dimethyl-9,10-bis(n-hexyloxycarbonyl)anthracene